CN1C=NC2=C(C1=N)NC=N2 N1-methyladenine